2-(3-(4-(Benzo[d]thiazol-5-ylamino)thieno[2,3-b]pyridin-2-yl)-2,2-dimethylpyrrolidin-1-yl)ethan-1-ol S1C=NC2=C1C=CC(=C2)NC2=C1C(=NC=C2)SC(=C1)C1C(N(CC1)CCO)(C)C